1-(Cyclopropylmethyl)-N-(2-methoxy-5-((5-(trifluoromethyl)pyridin-2-yl)oxy)-phenyl)-5-oxopyrrolidine-2-carboxamide C1(CC1)CN1C(CCC1=O)C(=O)NC1=C(C=CC(=C1)OC1=NC=C(C=C1)C(F)(F)F)OC